FC=1C(=C(C#N)C=C(C1)F)C=C 3,5-difluoro-2-vinylbenzonitrile